2-Methyl-N-(3-(2-oxopropyl)-1,2,4-thiadiazol-5-yl)-5-(3-(trifluoromethoxy)phenyl)thiophene-3-carboxamide CC=1SC(=CC1C(=O)NC1=NC(=NS1)CC(C)=O)C1=CC(=CC=C1)OC(F)(F)F